1-[[1-(2-trimethylsilylethoxymethyl)benzimidazol-5-yl]methyl]piperidin-2-one C[Si](CCOCN1C=NC2=C1C=CC(=C2)CN2C(CCCC2)=O)(C)C